C(CC#C)NC(=O)C=1C=C(C=CC1)S(=O)(=O)Cl 3-(but-3-yn-1-ylcarbamoyl)benzenesulfonyl chloride